OCCCS(=O)(=O)[O-] 3-hydroxypropanesulfonate